4-(4-(3,8-diazabicyclo[3.2.1]octan-3-yl)-6-chloro-8-fluoro-2-(((2R,7aS)-2-fluorotetrahydro-1H-pyrrolizin-7a(5H)-yl)methoxy)-5-methylquinazolin-7-yl)-5-fluoronaphthalen-2-ol C12CN(CC(CC1)N2)C2=NC(=NC1=C(C(=C(C(=C21)C)Cl)C2=CC(=CC1=CC=CC(=C21)F)O)F)OC[C@]21CCCN1C[C@@H](C2)F